BrCCCCCCCC(C)=O 9-bromo-2-nonanone